[N+](=O)([O-])C1=C(C=C(C=C1)S(=O)(=O)NN)N1CCCCC1 4-nitro-3-(piperidin-1-yl)benzenesulfonohydrazide